[Si](C)(C)(C(C)(C)C)O[Si](C)(C)C(C)(C)C tert-butyldimethylsilyl (TBDMS) ether